ClC1=NC=C2C(=N1)N(N=C2)CC2=CC=C(C=C2)C(F)(F)F 6-chloro-1-(4-(trifluoromethyl)benzyl)-1H-pyrazolo[3,4-d]pyrimidine